5-(((((S)-1-(benzyloxy)-4-methyl-1-oxopentan-2-yl)amino)(phenoxy)phosphoryl)difluoromethyl)benzo[b]thiophene-2-carboxylic acid C(C1=CC=CC=C1)OC([C@H](CC(C)C)NP(=O)(OC1=CC=CC=C1)C(C1=CC2=C(SC(=C2)C(=O)O)C=C1)(F)F)=O